(5'S,7a'R)-5'-(3,5-difluoro-phenyl)-1-(2,3-dihydro-1H-indene-4-carbonyl)-tetrahydro-3'H-spiro-[piperidine-4,2'-pyrrolo-[2,1-b]oxazol]-3'-one FC=1C=C(C=C(C1)F)[C@@H]1CC[C@H]2OC3(C(N21)=O)CCN(CC3)C(=O)C=3C=2CCCC2C=CC3